4-Fluorophenyltetrafluoro-λ6-sulfanyl chloride FC1=CC=C(C=C1)S(F)(F)(F)(F)Cl